BrC1=CC(=CC=2NC(=NC21)C(Cl)(Cl)Cl)C2CC2 4-bromo-6-cyclopropyl-2-(trichloromethyl)-1H-benzimidazole